C(#N)C1=CC=C(C2=CC=CC=C12)C=1C=NC=CC1 3-(4-cyanonaphthalen-1-yl)pyridine